Methyl 1-(4-ethylbenzyl)-5-hydroxy-2-oxo-2,3-dihydro-1H-benzo[b]azepine-4-carboxylate C(C)C1=CC=C(CN2C3=C(C(=C(CC2=O)C(=O)OC)O)C=CC=C3)C=C1